F[C@H]1CNC[C@@H]1F (3S,4S)-3,4-difluoropyrrolidine